(S)-2,10-dicyano-3,9-dimethoxy-6,8,13,13a-tetrahydro-5H-dibenzo[a,g]quinolizine C(#N)C=1C(=CC2=C([C@@H]3CC4=C(CN3CC2)C(=C(C=C4)C#N)OC)C1)OC